4-bromo-3-ethoxy-2-fluoro-benzoic acid BrC1=C(C(=C(C(=O)O)C=C1)F)OCC